FC(C=1C(=CN(C(C1)=O)C)C(=O)NC1=C(C=C(C(=C1)C=1C=NC(=CC1)N1C[C@H](OCC1)C)F)N1C[C@H](N([C@H](C1)C)C)C)F |r| 4-(difluoromethyl)-N-[4-fluoro-5-[6-[rac-(2R)-2-methylmorpholin-4-yl]pyridin-3-yl]-2-[rac-(3R,5S)-3,4,5-trimethylpiperazin-1-yl]phenyl]-1-methyl-6-oxopyridine-3-carboxamide